C(C1=CC=CC=C1)(=O)C1=CC=C(C=C1)SCC(=O)O 2-[(4-benzoyl-phenyl)thio]-acetic acid